C1(CC1)C1=C(C(=NO1)C1=C(C=CC=C1Cl)Cl)COC1CCN(CC1)C1=NC=C(C(=O)NN)C=C1 6-(4-((5-cyclopropyl-3-(2,6-dichlorophenyl)isoxazol-4-yl)methoxy)piperidin-1-yl)nicotinic acid hydrazide